((3'-((4-chloro-2-fluorobenzofuran-7-yl)methoxy)-2,3,4,5-tetrahydro-[1,1'-biphenyl]-4-yl)methyl)-1-(((S)-oxetan-2-yl)methyl)-1H-benzo[d]imidazole-6-carboxylic acid methyl ester COC(=O)C=1C=CC2=C(N(C(=N2)CC2CCC(=CC2)C2=CC(=CC=C2)OCC2=CC=C(C=3C=C(OC32)F)Cl)C[C@H]3OCC3)C1